3-(3-(4-butylbenzyl)-1,2,4-oxadiazol-5-yl)-2-(diethoxyphosphoryl)propanoic acid C(CCC)C1=CC=C(CC2=NOC(=N2)CC(C(=O)O)P(=O)(OCC)OCC)C=C1